2-(2,3-difluorophenyl)-N-((2S)-1-oxo-1-(((2S)-5,5,5-trifluoro-1-hydroxyl-(thiazol-2-yl)pentan-2-yl)amino)propan-2-yl)oxazole-5-carboxamide FC1=C(C=CC=C1F)C=1OC(=CN1)C(=O)N[C@H](C(N[C@H](C(O)C=1SC=CN1)CCC(F)(F)F)=O)C